N-(2-(5-fluoro-1H-indol-3-yl)ethyl)-N-methylcyclopropane-amine FC=1C=C2C(=CNC2=CC1)CCN(C1CC1)C